5-pentanlactam C1(CCCCN1)=O